BrC1=CC=C(OCC(=O)NC(NC2=CC(=C(C=C2)Cl)Cl)=S)C=C1 3-[2-(4-Bromophenoxy)acetyl]-1-(3,4-dichlorophenyl)thiourea